CC1(OB(OC1(C)C)C=1C=CC(=NC1)N1CCC2(CC1)CCN(CC2)C2=CC=C(C(=O)OC(C)(C)C)C=C2)C tert-butyl 4-[3-[5-(4,4,5,5-tetramethyl-1,3,2-dioxaborolan-2-yl)-2-pyridyl]-3,9-diazaspiro[5.5]undecan-9-yl]benzoate